2,4-Dihydroxy-3-[(1R,6R)-6-isopropenyl-3-methyl-2-cyclohexen-1-yl]-6-pentylbenzoic acid OC1=C(C(=O)O)C(=CC(=C1[C@@H]1C=C(CC[C@H]1C(=C)C)C)O)CCCCC